ClC=1C(=CC(=C(C(=O)NC=2C=NNC(C2)=O)C1)F)C(F)(F)F 5-chloro-2-fluoro-N-(6-oxo-1,6-dihydropyridazin-4-yl)-4-(trifluoromethyl)benzamide